C1=CC(=CC=C1CCl)CCl xylylene dichloride